C(C1=CC=CC=C1)C1=NC2=CC=CC(=C2N=C1Cl)C 2-benzyl-3-chloro-5-methylquinoxaline